5-(p-tolyl)pyrrolidin-2-one C1(=CC=C(C=C1)C1CCC(N1)=O)C